C(C)(C)(C)OC(=O)N1[C@@H](CN(C[C@@H]1C)C1=C2C=NC(=NC2=C(C=C1)C(=O)O)C)C 5-[(3R,5S)-4-(tert-butoxycarbonyl)-3,5-dimethylpiperazin-1-yl]-2-methylquinazoline-8-carboxylic acid